racemic-pyrroline monosulfide [NH+]1(C=CCC1)[S-]